(1r,3r)-3-(3-(6-((1,4-oxazepan-4-yl)methyl)-1-oxo-4-(trifluoromethyl)isoindolin-2-yl)phenyl)-3-((4-methyl-4H-1,2,4-triazol-3-yl)methyl)cyclobutane-1-carbonitrile O1CCN(CCC1)CC1=CC(=C2CN(C(C2=C1)=O)C=1C=C(C=CC1)C1(CC(C1)C#N)CC1=NN=CN1C)C(F)(F)F